CC1(CCN(CC1)C1=NC=C(C=C1NC(=O)C=1OC(=CC1)C1CCOCC1)C(F)(F)F)C(=O)OC methyl 4-methyl-1-[3-[(5-tetrahydropyran-4-ylfuran-2-carbonyl)amino]-5-(trifluoromethyl)-2-pyridyl]piperidine-4-carboxylate